C(C)OC(C[C@H](C(CCCC)=O)C)=O (R)-3-methyl-4-oxo-octanoic acid ethyl ester